IC1=CC=C(C=C1)C(N1C(C2=CC=CC=C2C1=O)=O)C1=CC=CC=C1 2-((4-Iodophenyl)(Phenyl)Methyl)Isoindoline-1,3-Dione